rel-tert-butyl N-[(1R,2S)-2-ethynylcyclopropyl]carbamate C(#C)[C@H]1[C@@H](C1)NC(OC(C)(C)C)=O |o1:2,3|